C(C)(C)(C)OC(=O)N([C@@H]1CC[C@H](CC1)C1=C(C(N=C(N1)C=1SC=CN1)C1=C(C(=C(C=C1)F)F)Cl)C(=O)OC)C[C@@H](COC)O (trans)-methyl 6-(4-((tert-butoxycarbonyl)((S)-2-hydroxy-3-methoxypropyl)amino)cyclohexyl)-4-(2-chloro-3,4-difluorophenyl)-2-(thiazol-2-yl)-1,4-dihydropyrimidine-5-carboxylate